NCC1CCC(CC1)N[C@H](CCCCN(C)C)C(=O)N1[C@@H](CN(CC1)C=1O[C@H]([C@@H](N1)C)C1=CC=CC=C1)C(=O)NCC=1SC=CC1 (2S)-1-{N2-[4-(aminomethyl)cyclohexyl]-N6,N6-dimethyl-D-lysyl}-4-[(4S,5S)-4-methyl-5-phenyl-4,5-dihydro-1,3-oxazol-2-yl]-N-(thiophen-2-ylmethyl)piperazine-2-carboxamide